CC(C(=O)NC=1C=C(C=C(C1)NC(C(C)(C)C)=O)NC(C(C)(C)C)=O)(C)C N-[3,5-di-(2,2-dimethyl-propionylamino)-phenyl]-2,2-dimethyl-propionamide